1-(((diphenylmethylene)amino)oxy)-2-phenylethane-1,2-dione C1(=CC=CC=C1)C(C1=CC=CC=C1)=NOC(C(=O)C1=CC=CC=C1)=O